FC(C1=NN=C(O1)C=1C=NC(=NC1)NC=1C=C(C2=C(NC=N2)C1)C1=C(C=CC=C1F)F)F N-(5-(5-(difluoromethyl)-1,3,4-oxadiazol-2-yl)pyrimidin-2-yl)-4-(2,6-difluorophenyl)-1H-benzo[d]imidazol-6-amine